2-(2-(2-(difluoromethoxy)-7-methylquinoxalin-5-yl)-4-methylthiazol-5-yl)-4-fluorophenol FC(OC1=NC2=CC(=CC(=C2N=C1)C=1SC(=C(N1)C)C1=C(C=CC(=C1)F)O)C)F